S1C=C(C=C1)C1=CC2=C(N=C(S2)N)C=C1 6-(3-thienyl)-1,3-benzothiazol-2-amine